NCC1=NNC(C2=CC=C(C=C12)C=1C=NC=C(C1)OC=1C=CC=C2C=CC=NC12)=O 4-(aminomethyl)-6-(5-(quinolin-8-yloxy)pyridin-3-yl)phthalazin-1(2H)-one